2-[(1R,5S,6S)-3-azabicyclo[3.1.0]hexane-6-yl]ethanol [C@@H]12CNC[C@H]2C1CCO